(2-(2,4-difluorophenoxy)pyrimidine-5-yl)methanol FC1=C(OC2=NC=C(C=N2)CO)C=CC(=C1)F